FC=1C=C(C=CC1C1=NOC(=N1)C(F)(F)F)CNS(=O)(=O)CC1COCC1 N-[[3-fluoro-4-[5-(trifluoromethyl)-1,2,4-oxadiazol-3-yl]phenyl]methyl]-1-tetrahydrofuran-3-yl-methanesulfonamide